N1(C=NC=C1)C=1C=C(CN(CCC2=CC=C(C=C2)NC(=O)C2=C(C=C(C(=C2)OC)OC)NC(=O)C=2OC3=CC=CC=C3C(C2)=O)CC2=CC(=CC=C2)N2C(=NC=C2)C)C=CC1 N-(2-((4-(2-((3-(1H-Imidazol-1-yl)benzyl)(3-(2-methyl-1H-imidazol-1-yl)benzyl)amino)ethyl)phenyl)carbamoyl)-4,5-dimethoxyphenyl)-4-oxo-4H-chromene-2-carboxamide